OC(CCCCCCCCCCCCCCCCCCCCCC(=O)O)CCC(CCCC)O 23,26-Dihydroxytriacontanoic acid